C(#C)C=1SC=C(N1)C(=O)N(C1C(N(CC1)CC(F)(F)F)=O)C1=CC(=CC(=C1)C(F)(F)F)OCCO 2-Ethynyl-N-(3-(2-hydroxyethoxy)-5-(trifluoromethyl)phenyl)-N-(2-oxo-1-(2,2,2-trifluoroethyl)pyrrolidin-3-yl)thiazole-4-carboxamide